N(=C=S)C=1C=C(C(=CC1)C=CC=1C(=CC(=CC1)N=C=S)S(=O)(=O)O)S(=O)(=O)O 4,4'-diisothiocyanatostilbene-2,2'-disulphonic acid